FC(C(C)(C)C1=CC(=NO1)NC(=O)C(C)C=1C(=NC=CC1)C1=C(C=NN1)C(=O)N)(F)F 5-[(1-[[5-(1,1,1-trifluoro-2-methylpropan-2-yl)-1,2-oxazol-3-yl]carbamoyl]ethyl)pyridin-2-yl]pyrazole-4-carboxamide